N,N-Dimethyl-4-[5-{[2-(2H-1,2,3-triazol-2-yl)phenyl]carbonyl}hexahydropyrrolo[3,4-c]pyrrol-2(1H)-yl]-6-(trifluoromethyl)pyrimidin-2-amine CN(C1=NC(=CC(=N1)N1CC2CN(CC2C1)C(=O)C1=C(C=CC=C1)N1N=CC=N1)C(F)(F)F)C